1-(3-fluoropyridin-4-yl)-N-(2-methoxy-3-{[2-(pyrrolidin-1-yl)ethoxy]methyl}-6H,7H,8H,9H,10H-cyclohepta[b]1,5-naphthyridin-11-yl)piperidin-4-amine FC=1C=NC=CC1N1CCC(CC1)NC1=C2C(=NC3=CC(=C(N=C13)OC)COCCN1CCCC1)CCCCC2